(M)-N-(1-(6-fluoro-7-(2-fluoro-6-hydroxyphenyl)-1-(4-methyl-2-(2-propanyl)-3-pyridinyl)-2-oxo-1,2-dihydropyrido[2,3-d]pyrimidin-4-yl)-3-azetidinyl)-2-propenamide FC1=CC2=C(N(C(N=C2N2CC(C2)NC(C=C)=O)=O)C=2C(=NC=CC2C)C(C)C)N=C1C1=C(C=CC=C1O)F